C(C)(C)OC1=CC=2N(C=C1NC(=O)C=1C=NN3C1N=CC=C3)C=C(N2)N2CCNCC2 N-(7-isopropoxy-2-(piperazin-1-yl)imidazo[1,2-a]pyridin-6-yl)pyrazolo[1,5-a]pyrimidine-3-carboxamide